4-Methoxy-2-oxo-1-(2,2,2-trifluoroethyl)-1,2-dihydropyridine-3-carbonitrile COC1=C(C(N(C=C1)CC(F)(F)F)=O)C#N